NC[C@H]1N(CCC2=C(C=C(C(=C12)O)F)Cl)C(=O)OC(C)(C)C tert-butyl (S)-1-(aminomethyl)-5-chloro-7-fluoro-8-hydroxy-3,4-dihydroisoquinoline-2(1H)-carboxylate